CC=1N=C(C2=C(N1)SC=N2)C2C(C2)C2=CC=C(C(=O)O)C=C2 4-(2-(5-methylthiazolo[5,4-d]pyrimidin-7-yl)cyclopropyl)benzoic acid